[Cr].[Al] Aluminium-chromium